6-(5-chloro-2-fluorophenyl)-3-[2-(dimethylamino)ethoxy]-N-(1-{[2-(trimethylsilyl)ethoxy]methyl}-1H-pyrazolo[3,4-b]pyridin-4-yl)pyridazin-4-amine ClC=1C=CC(=C(C1)C1=CC(=C(N=N1)OCCN(C)C)NC1=C2C(=NC=C1)N(N=C2)COCC[Si](C)(C)C)F